BrC=1SC(=C(N1)C1=C(C=CC=C1)C(C)C)C1=CC(=CC=C1)OCCC(C)(C)C 2-bromo-5-[3-(3,3-dimethylbutoxy)phenyl]-4-(2-isopropylphenyl)thiazole